ClC1=CC=C(C=C1)C1N(C(CC2=CC(=C(C=C12)OC(C)C)OC)=O)C1=CC=C(N(C)CC2CCC(CC2)NCC(=O)OC(C)(C)C)C=C1 Tert-butyl 2-[[4-[[4-[1-(4-chlorophenyl)-7-isopropoxy-6-methoxy-3-oxo-1,4-dihydroisoquinolin-2-yl]-N-methyl-anilino]methyl]cyclohexyl]amino]acetate